[1-[3-[[(1R)-1-[3-methoxy-5-(1-methylpyrazol-4-yl)phenyl]ethyl]carbamoyl]-4-methyl-phenyl]azetidin-3-yl] methanesulfonate CS(=O)(=O)OC1CN(C1)C1=CC(=C(C=C1)C)C(N[C@H](C)C1=CC(=CC(=C1)C=1C=NN(C1)C)OC)=O